NCC#CC1=CC=C(C=C1)NC(=O)C1CCN(CC1)C(CCCNC(C[C@H]1C=2N(C3=C(C(=N1)C1=CC=C(C=C1)Cl)C(=C(S3)C)C)C(=NN2)C)=O)=O (S)-N-(4-(3-aminoprop-1-yn-1-yl)phenyl)-1-(4-(2-(4-(4-chlorophenyl)-2,3,9-trimethyl-6H-thieno[3,2-f][1,2,4]triazolo[4,3-a][1,4]diazepin-6-yl)acetamido)butanoyl)piperidine-4-carboxamide